C(#N)C=1C(=CC(=C(C1)NC(C1=C(C=CC(=C1)[N+](=O)[O-])SC1=NN=NN1C)=O)F)C1CCCC1 N-(5-cyano-4-cyclopentyl-2-fluorophenyl)-2-[(1-methyl-1H-1,2,3,4-tetrazol-5-yl)sulfanyl]-5-nitrobenzamide